C1(CC1)C=1N(N=C2C=CC(=CC12)[N+](=O)[O-])COCC[Si](C)(C)C 3-Cyclopropyl-5-nitro-2-((2-(trimethylsilyl)ethoxy)methyl)-2H-indazole